N=1C=NN2C1C=C(C=C2)C2=CNC=1N=C(N=C(C12)OC)NC1CC(C1)(C)C(=O)N1CCCC1 ((1r,3r)-3-((5-([1,2,4]triazolo[1,5-a]pyridin-7-yl)-4-methoxy-7H-pyrrolo[2,3-d]pyrimidin-2-yl)amino)-1-methylcyclobutyl)(pyrrolidin-1-yl)methanone